C1C(=CC2=CC=CC=C12)SC=1CC2=CC=CC=C2C1 Bis(1H-inden-2-yl)sulfane